CCCCCCCC.[C] carbon octaN